Pyrrole-2-carbonitrile N1C(=CC=C1)C#N